1-Nonylsulfonic acid sodium salt [Na+].C(CCCCCCCC)S(=O)(=O)[O-]